N-decylpyridinium thiosalicylate C(C=1C(S)=CC=CC1)(=O)[O-].C(CCCCCCCCC)[N+]1=CC=CC=C1